ethyl 2'-(N-(4,5-dimethylisoxazol-3-yl)-N-(methoxy methyl)sulfamoyl)-2-(ethoxymethyl)-[1,1'-biphenyl]-4-carboxylate CC=1C(=NOC1C)N(S(=O)(=O)C1=C(C=CC=C1)C1=C(C=C(C=C1)C(=O)OCC)COCC)COC